ClC=1C(=C2C=NNC2=C(C1F)C1CCCC1)C=1N=CC=2N(C1)C=C(N2)NC(=O)[C@H]2[C@H](C2)F (1S,2S)-N-(6-(5-chloro-7-cyclopentyl-6-fluoro-1H-indazol-4-yl)imidazo[1,2-a]pyrazin-2-yl)-2-fluorocyclopropane-1-carboxamide